C(C)(=O)C1=C2C=C(N(C(C2=CC(=N1)C)=O)C)Cl 5-acetyl-3-chloro-2,7-dimethyl-2,6-naphthyridin-1(2H)-one